N1=NC(C2=C1C=NC=N2)=O pyrazolopyrimidone